bromotrimethylsilane Br[Si](C)(C)C